FC=1C=C(C=CC1)C1=CC2=C(N=C(O2)SCC2=CC=C(C=C2)C(F)(F)F)C=C1 6-(3-fluorophenyl)-2-((4-(trifluoromethyl)benzyl)thio)benzo[d]oxazole